C1(CCCC1)N1N=CC(=C1)C(=O)NC1=CC2=C(C=N1)C=C(N2)C2=CC(=NC=C2)C cyclopentyl-N-(2-(2-methylpyridin-4-yl)-1H-pyrrolo[3,2-c]pyridin-6-yl)-1H-pyrazole-4-carboxamide